[4-(propan-2-yl)piperazin-1-yl]methanone CC(C)N1CCN(CC1)C=O